5-((dimethylamino)methylene)-2-methyl-2-(1-(1-methylcyclopropyl)-1H-pyrazol-3-yl)cyclopentan-1-one CN(C)C=C1CCC(C1=O)(C1=NN(C=C1)C1(CC1)C)C